Glycine-1-14C NC[14C](=O)O